di(biphenylyl)(dibenzothiophenylbiphenylyl)amine C1(=C(C=CC=C1)N(C1=C(C=CC=C1C1=CC=CC=2SC3=C(C21)C=CC=C3)C3=CC=CC=C3)C3=C(C=CC=C3)C3=CC=CC=C3)C3=CC=CC=C3